4-(3-((1r,3r,5s)-3-((5-cyclopropyl-3-(2,6-dichlorophenyl)isoxazol-4-yl)methoxy)-8-azabicyclo[3.2.1]octan-8-yl)-1,2,4-oxadiazol-5-yl)-2-methoxybenzoic acid C1(CC1)C1=C(C(=NO1)C1=C(C=CC=C1Cl)Cl)COC1C[C@H]2CC[C@@H](C1)N2C2=NOC(=N2)C2=CC(=C(C(=O)O)C=C2)OC